C(C)(C)(C)OC(=O)N(C(OC(C)(C)C)=O)S(=O)(=O)C1=CC(=CC=C1)NC(=O)C1=C(N=NC(=C1C)C(F)(F)F)OC=1C(=NC(=CC1)F)C tert-butyl (tert-butoxycarbonyl)((3-(3-((6-fluoro-2-methylpyridin-3-yl)oxy)-5-methyl-6-(trifluoromethyl)pyridazine-4-carboxamido)phenyl)sulfonyl)carbamate